(5-(4-Iodophenyl)-1,3,4-oxadiazol-2-yl)methanol IC1=CC=C(C=C1)C1=NN=C(O1)CO